ClC1=CC(=C(NC=2C(=C(C=NC2)CO)C)C=C1)F [5-(4-chloro-2-fluoro-anilino)-4-methyl-3-pyridinyl]methanol